N=1ON=C2C1C=CC(=C2)COC2=C(CN1[C@H](C[C@H](C1)O)C(=O)O)C=C(C(=C2)OCC=2C(=C(C=CC2)C2=CC=CC=C2)Cl)Cl (2R,4R)-1-(2-(benzo[c][1,2,5]oxadiazol-5-ylmethoxy)-5-chloro-4-((2-chloro-[1,1'-biphenyl]-3-yl)methoxy)benzyl)-4-hydroxyproline